ClC=1C=C(C=CC1O)NC(=O)NC=1SC2=C(N1)C=CC(=C2)NS(=O)(=O)C N-(2-{[(3-chloro-4-hydroxyphenyl)carbamoyl]amino}-1,3-benzothiazol-6-yl)methanesulfonamide